SCCCCCCCC(=O)O L-8-mercaptooctanoic acid